ClC1=NC=CC=C1N1C(N=C(C2=CC(=C(C=C12)C1CC1)C#N)O)=O 1-(2-Chloropyridin-3-yl)-7-cyclopropyl-4-hydroxy-2-oxo-1,2-dihydro-quinazolin-6-carbonitrile